2-(((5Z,8Z,11Z,14Z,17Z)-icosa-5,8,11,14,17-pentaen-1-yl)oxy)-N,N-dimethylbutanamide C(CCC\C=C/C\C=C/C\C=C/C\C=C/C\C=C/CC)OC(C(=O)N(C)C)CC